3-Bromo-N-(3-((4-methoxybenzyl)oxy)-2,6-dimethylphenyl)-6-methyl-5-(1-propoxyethyl)pyridin-2-amine BrC=1C(=NC(=C(C1)C(C)OCCC)C)NC1=C(C(=CC=C1C)OCC1=CC=C(C=C1)OC)C